(3S,4R,5R,6S)-1-{6-[(4-cyclohexylbenzyl)oxy]hexyl}-3,4,5,6-azepanetetrol C1(CCCCC1)C1=CC=C(COCCCCCCN2C[C@@H]([C@H]([C@@H]([C@H](C2)O)O)O)O)C=C1